N-methyl-N'-((5-(trifluoromethyl)benzo[d]thiazol-2-yl)methyl)acetohydrazide CN(NCC=1SC2=C(N1)C=C(C=C2)C(F)(F)F)C(C)=O